N[C@H]1CN(CC1)C1=NC(=NC2=CC=C(C=C12)C)N1CCS(C2=C(C1)C=CC=C2)=NCC(F)(F)F 4-(((R)-3-aminopyrrolidin-1-yl)-6-methylquinazolin-2-yl)-1-((2,2,2-trifluoroethyl)imino)-2,3,4,5-tetrahydrobenzo[f][1,4]thiazepine